ClC1=CC=C(C=C1)NC(=O)[C@H]1CC12CCC(CC2)C2=CC=NC1=CC=C(C=C21)F (S)-N-(4-chlorophenyl)-6-(6-fluoroquinolin-4-yl)spiro[2.5]octane-1-carboxamide